methyl (3-nitropyridin-2-yl)-L-isoleucinate [N+](=O)([O-])C=1C(=NC=CC1)N[C@@H]([C@@H](C)CC)C(=O)OC